C(#N)C1=CC(=C(C=C1)C1C(=C(NC2=C(C=NC(=C12)OC1CCC1)C)C)C(=O)OCC1=CC=CC=C1)OC benzyl 4-(4-cyano-2-methoxyphenyl)-5-cyclobutyloxy-2,8-dimethyl-1,4-dihydro-1,6-naphthyridine-3-carboxylate